N-(4-methoxyphenyl)glycine COC1=CC=C(C=C1)NCC(=O)O